NC1CC(C1)N1C2=CC=CC=3C=C(N(CC1)C32)C3=NC2=C(N3C)C(=CC(=C2)C(=O)[O-])OC 2-[9-(3-aminocyclobutyl)-1,9-diazatricyclo[6.3.1.04,12]dodeca-2,4(12),5,7-tetraen-2-yl]-7-methoxy-1-methyl-benzimidazole-5-carboxylate